BrC1=C(C2=CC=C(C(=C2C=C1)O)Br)O 2,6-dibromo-1,5-dihydroxynaphthalene